7-bromo-1,5-dihydrospiro[1-benzazepine-4,2'-[1,3]dioxolane]-2(3H)-one BrC=1C=CC2=C(CC3(OCCO3)CC(N2)=O)C1